OC1CN(C1)C(=O)O[C@@H]1CC[C@H](CC1)C(N(C[C@@H]1CC[C@H](CC1)C1=CC(=C(C=C1)OC)C)C1=CC(=CC=C1)C=1N=C(OC1)C(C)C)=O trans-4-((3-(2-Isopropyloxazol-4-yl)phenyl)((trans-4-(4-methoxy-3-methylphenyl)cyclohexyl)methyl) carbamoyl)cyclohexyl 3-hydroxyazetidine-1-carboxylate